4-ethyl-1H-1,2,3-triazol C(C)C=1N=NNC1